OC(=O)N Hydroxycarboxylic acid amide